2-chloro-4-((R or S)-1,1-difluoro-3-methyl-4-(1-((R or S)-3,3,3-trifluoro-2-hydroxy-2-(3-methoxyphenyl)propanoyl)piperidin-4-yl)butoxy)-N,N-dimethylbenzamide ClC1=C(C(=O)N(C)C)C=CC(=C1)OC(C[C@@H](CC1CCN(CC1)C([C@@](C(F)(F)F)(C1=CC(=CC=C1)OC)O)=O)C)(F)F |o1:15,24|